O(C1=CC=CC=C1)C1=CC=C(C(=O)NCC(=O)N2[C@@H](C[C@H](C2)C=2SC=CN2)C(=O)OC)C=C1 methyl (2S,4R)-1-((4-phenoxybenzoyl)glycyl)-4-(thiazol-2-yl)pyrrolidine-2-carboxylate